5-((2-chlorophenyl)ethynyl)pyridin ClC1=C(C=CC=C1)C#CC=1C=CC=NC1